[Ir+3].ClC(C1=C(C(=C(C1C)C)C)C)Cl dichloro(pentamethyl-cyclopentadiene) iridium (III)